N-(4-(thiophen-2-yl)butyl)benzamide S1C(=CC=C1)CCCCNC(C1=CC=CC=C1)=O